BrC1=C(CNS(=O)(=O)C2=C(C=CC=C2)OC)C=CC=C1 N-(2-bromo-benzyl)-2-methoxy-benzenesulfonamide